C(CCCCCCCCCCCCCCC)(=O)N[C@@H](C)C(=O)N1C(CC(C1)OC1=CC=NC=C1)C(=O)N 1-(palmitoyl-L-alanyl)-4-(pyridin-4-yloxy)pyrrolidine-2-carboxamide